3-[[4-hydroxy-1-[(3R,4R)-1-[(4-methylpyrimidin-2-yl)methyl]-3-phenyl-piperidine-4-carbonyl]-4-piperidinyl]methyl]-7-phenyl-pyrrolo[2,3-d]pyrimidin-4-one OC1(CCN(CC1)C(=O)[C@H]1[C@@H](CN(CC1)CC1=NC=CC(=N1)C)C1=CC=CC=C1)CN1C=NC2=C(C1=O)C=CN2C2=CC=CC=C2